2-(6-(((1S,3S)-3-((3-chloro-1,2,4-thiadiazol-5-yl)amino)cyclopentyl)amino)pyridin-3-yl)pyridazin-3(2H)-one ClC1=NSC(=N1)N[C@@H]1C[C@H](CC1)NC1=CC=C(C=N1)N1N=CC=CC1=O